ClC1=NC(=NC(=C1F)OC)C=1N=C(C=2N(C1)C=CN2)CC2=C(C=C(C(=C2)F)C)F 4-chloro-2-{8-[(2,5-difluoro-4-methylphenyl)methyl]imidazo[1,2-a]pyrazin-6-yl}-5-fluoro-6-methoxypyrimidine